FC(C1=NN=CS1)F 5-(difluoromethyl)-1,3,4-thiadiazole